tert-butyldiphenylsilyl (TBDPS) ether [Si](C1=CC=CC=C1)(C1=CC=CC=C1)(C(C)(C)C)O[Si](C1=CC=CC=C1)(C1=CC=CC=C1)C(C)(C)C